Tert-butyl N-[2-[3-aminopropyl-[2-(tert-butoxycarbonyl-amino)ethyl]amino]ethyl]carbamate NCCCN(CCNC(OC(C)(C)C)=O)CCNC(=O)OC(C)(C)C